IC1=CC(=NC=C1)NC(CC)=O N-(4-iodopyridin-2-yl)propionamide